[3-[4-amino-3-(difluoromethyl)pyrazol-1-yl]cyclobutyl]methanol NC=1C(=NN(C1)C1CC(C1)CO)C(F)F